O=C1NC(CCC1N1C(C2=CC=C(C=C2C1)NC(=O)N1[C@@H](CC2=CC(=CC=C12)C(F)(F)F)COC)=O)=O (2S)-N-(2-(2,6-dioxopiperidin-3-yl)-1-oxoisoindolin-5-yl)-2-(methoxymethyl)-5-(trifluoromethyl)indoline-1-carboxamide